C(C)(C)C1(NC(=NC(=N1)NC=1C=NC(=NC1)C)C1=CC=CC=C1)N 2-isopropyl-N4-(2-methylpyrimidin-5-yl)-6-phenyl-1,3,5-triazine-2,4-diamine